ClC=1C=CC(=C(C(=O)N2C3CC([C@@H]([C@@H]2CNC=2OC4=NC=CC=C4N2)C)C3)C1)N1N=CC=N1 |o1:12,13| N-{[(3R,4S) or (3S,4R)-2-[5-chloro-2-(2H-1,2,3-triazol-2-yl)benzoyl]-4-methyl-2-azabicyclo[3.1.1]heptan-3-yl]methyl}-[1,3]oxazolo[5,4-b]pyridin-2-amine